O=C1NC(CCC1OC1=CC=C(C=C1)C1CCN(CC1)C(=O)C1CCN(CC1)C1=CC=C(C=C1)NC1=NC=CC=N1)=O 2-((4-(4-(4-(4-((2,6-dioxopiperidin-3-yl)oxy)phenyl)piperidine-1-carbonyl)piperidin-1-yl)phenyl)amino)pyrimidin